3,5-dichloro-1,2,4-triazine ClC=1N=NC=C(N1)Cl